(S)-1-(Methyl((2S,3S)-2-methylpyrrolidin-3-yl)amino)propan-2-ol dihydrochloride Cl.Cl.CN(C[C@H](C)O)[C@@H]1[C@@H](NCC1)C